C(C)(C)N1N=C(C=C1C1[C@H]2CC(C[C@@H]12)N1CC2(CS(C2)(=O)=O)CC1)C1=NC(=NC=C1)C(F)(F)F 6-((1R,3r,5S,6r)-6-(1-isopropyl-3-(2-(trifluoromethyl)pyrimidin-4-yl)-1H-pyrazol-5-yl)bicyclo[3.1.0]hexan-3-yl)-2-thia-6-azaspiro[3.4]octane 2,2-dioxide